C1N(CC12CCC2)C(=O)C2=CC=C(C=C2)NC=2C(=NN(C2)C2=C(C=CC=C2Cl)Cl)C(=O)N 4-((4-(2-azaspiro[3.3]heptane-2-carbonyl)phenyl)amino)-1-(2,6-dichlorophenyl)-1H-pyrazole-3-carboxamide